6-bromo-4-fluoro-2H-spiro[benzofuran-3,1'-cyclopropane]-2-one BrC1=CC2=C(C(=C1)F)C1(CC1)C(O2)=O